(5R)-3-(4-bromo-3-fluorophenyl)-5-hydroxymethyloxazolidin-2-one BrC1=C(C=C(C=C1)N1C(O[C@H](C1)CO)=O)F